(2-methyl-4-(N-tritylindazol-4-yl)quinolin-6-yl)(morpholino)methanone CC1=NC2=CC=C(C=C2C(=C1)C1=C2C=NN(C2=CC=C1)C(C1=CC=CC=C1)(C1=CC=CC=C1)C1=CC=CC=C1)C(=O)N1CCOCC1